COC(=O)[C@H]1[C@@H](CC1)C(=O)O (1R,2R)-2-(methoxycarbonyl)cyclobutane-1-carboxylic acid